1-hexadecyl-sodium C(CCCCCCCCCCCCCCC)[Na]